6-bromo-5-chloro-7-(dibenzylamino)pyrazolo[1,5-a]Pyrimidine-3-carboxylic acid methyl ester COC(=O)C=1C=NN2C1N=C(C(=C2N(CC2=CC=CC=C2)CC2=CC=CC=C2)Br)Cl